(N-β-aminoethyl)γ-aminopropyltrimethoxysilane NCCNCCC[Si](OC)(OC)OC